FC1=C(C(=O)NO)C=C(C(=C1)CN(S(=O)(=O)C=1C=NC=CC1)CC=1C=NC=CC1)F 2,5-difluoro-N-hydroxy-4-((N-(pyridin-3-yl-methyl)pyridine-3-sulfonamido)methyl)benzamide